CC1=C(C=CC(=C1)C1=C(C(=O)[O-])C=CC(=C1OC)OC(=O)OCCCCOC(C=C)=O)C1=C(C(=O)[O-])C=CC(=C1OC)OC(=O)OCCCCOC(C=C)=O 2-methylbenzene-1,4-diylbis[4-({[4-(acryloyloxy) butoxy] carbonyl} oxy)-3-methoxy-benzoate]